N-(4-((4-(4,4-dimethylcyclohexyl)phenyl)amino)phenethyl)-5-oxopyrrolidine-3-carboxamide CC1(CCC(CC1)C1=CC=C(C=C1)NC1=CC=C(CCNC(=O)C2CNC(C2)=O)C=C1)C